2-(3-iodophenyl)hex-5-enoic acid IC=1C=C(C=CC1)C(C(=O)O)CCC=C